(1S,2R)-2-((S)-1-((1,3-dioxoisoindolin-2-yl)methyl)-8-(((S)-1-(pyrimidine-5-carbonyl)pyrrolidin-3-yl)oxy)-1,2,3,4-tetrahydroisoquinoline-2-carbonyl)-N-methylcyclohexane-1-carboxamide O=C1N(C(C2=CC=CC=C12)=O)C[C@H]1N(CCC2=CC=CC(=C12)O[C@@H]1CN(CC1)C(=O)C=1C=NC=NC1)C(=O)[C@H]1[C@H](CCCC1)C(=O)NC